CC(C(=O)OCC(COC(C(=C)C)=O)O)=C 2-hydroxy-1,3-propanediol di(2-methyl-2-propenoate)